6-methyloctanal CC(CCCCC=O)CC